CC1=C(C=CC=C1C=1N=C(NC1)C=1C=C(CN[C@@H](C)C(=O)OC)C=CC1)C1=CC=CC=C1 methyl (3-[4-(2-methyl-[1,1'-biphenyl]-3-yl)-1H-imidazol-2-yl] benzyl)-L-alaninate